8-(3-Fluorophenyl)-3-methyl-1-(4-methylpyrimidin-5-yl)-1,3-dihydro-2H-imidazo[4,5-c]quinolin-2-imine FC=1C=C(C=CC1)C1=CC=2C3=C(C=NC2C=C1)N(C(N3C=3C(=NC=NC3)C)=N)C